C(C)(C)(C)N1CCN(CC1)C1=C(C=NC=C1)N 4-(4-(tert-butyl)piperazin-1-yl)pyridin-3-amine